C(C)(=O)C1=CC(=NC=C1)C(=O)NC12CC(C1)(C2)NC(COC2=CC(=C(C=C2)Cl)F)=O 4-acetyl-N-{3-[2-(4-chloro-3-fluorophenoxy)acetamido]bicyclo[1.1.1]pent-1-yl}pyridine-2-carboxamide